(2S,3S,4R,5R)-5-(2-(1,3-dimethyl-1H-pyrazol-4-yl)-6-(methylamino)-9H-purin-9-yl)-N-ethyl-3,4-dihydroxyltetrahydrofuran-2-carboxamide CN1N=C(C(=C1)C1=NC(=C2N=CN(C2=N1)[C@H]1[C@@H]([C@@H]([C@H](O1)C(=O)NCC)O)O)NC)C